COC=1C=C2CCN(CC2=CC1OC)CCCCN1C(N(C2=C1C=CC=C2)C)=O 1-(4-(6,7-Dimethoxy-3,4-dihydroisoquinolin-2{1H}-yl)butyl)-3-methyl-1H-benzo[d]imidazol-2(3H)-one